Cl.S1C(=CC=C1)CC(=O)NC1=CC2=C(N=C(S2)NC(=O)C2CCNCC2)C=C1 N-(6-(2-(thien-2-yl)acetamido)benzo[d]thiazol-2-yl)piperidine-4-carboxamide hydrochloride